3-(3,4-dihydroxyphenyl)alanin OC=1C=C(C=CC1O)C[C@H](N)C(=O)O